(4-bromophenyl)-2,2-Difluoroethan-1-one BrC1=CC=C(C=C1)C(C(F)F)=O